ClC1=CC(=C(C=C1)S(=O)(=O)N1CCC(CC1)N1N=C2N(C1=O)[C@@H](CC2)C2=CC=CC=C2)F (5S)-2-{1-[(4-chloro-2-fluorophenyl)sulfonyl]piperidin-4-yl}-5-phenyl-2,5,6,7-tetrahydro-3H-pyrrolo[2,1-c][1,2,4]triazol-3-one